NC1=CC=C(C=N1)C1=CC2=C(N=C(N=C2)NC2CCC(CC2)N(C)C)N(C1=O)C(C)C 6-(6-Aminopyridin-3-yl)-2-(((1r,4r)-4-(dimethylamino)cyclohexyl)amino)-8-isopropylpyrido[2,3-d]pyrimidin-7(8H)-one